COC=1C=C(\C=N\NC(=O)C2=NC=CC(=N2)C2=CC=C(C=C2)OC(F)(F)F)C=C(C1)OC (E)-N'-(3,5-dimethoxybenzylidene)-4-(4-(trifluoromethoxy)phenyl)pyrimidine-2-carbohydrazide